N-(4-chloro-3-{4-[5-(difluoromethoxy)pyridin-2-yl]-6-oxo-1,6-dihydropyrimidin-2-yl}benzyl)butanamide ClC1=C(C=C(CNC(CCC)=O)C=C1)C=1NC(C=C(N1)C1=NC=C(C=C1)OC(F)F)=O